C1CCN2CCCC12COC=1N=C(C2=C(N1)C=CN=C2)N ((tetrahydro-1H-pyrrolizin-7a(5H)-yl)methoxy)pyrido[4,3-d]pyrimidin-4-amine